C(C)(=O)N1CC(CC1)CC(=O)NC1=NC=C(C(=C1)C1=C2N(N=C1)CC(C2)(C)C)Cl (1-Acetylpyrrolidin-3-yl)-N-(5-chloro-4-(5,5-dimethyl-5,6-dihydro-4H-pyrrolo[1,2-b]pyrazol-3-yl)pyridin-2-yl)acetamide